C(C)(C)(C)OC(=O)N1[C@@H](CCC(C1)(F)F)CO (2S)-5,5-difluoro-2-(hydroxymethyl)piperidine-1-carboxylic acid tert-butyl ester